N-[5-[(Z)-N'-hydroxycarbamimidoyl]-2-methyl-phenyl]imidazo[1,2-a]pyridine-3-carboxamide O\N=C(/N)\C=1C=CC(=C(C1)NC(=O)C1=CN=C2N1C=CC=C2)C